N-(2-(1H-imidazol-4-yl)ethyl)-2-chloropyrimidin-4-amine N1C=NC(=C1)CCNC1=NC(=NC=C1)Cl